N-allyl-3-nitrobenzenesulfonamide C(C=C)NS(=O)(=O)C1=CC(=CC=C1)[N+](=O)[O-]